C(C1=CC=CC=C1)N1C[C@@H](N(C2=C(C1=O)C=NC(=N2)C)C2=CC=CC=C2)C=C (S)-6-benzyl-2-methyl-9-phenyl-8-vinyl-6,7,8,9-tetrahydro-5H-pyrimido[4,5-e][1,4]Diazepin-5-one